COC(=O)C=1C(N(C2=CC(=CC=C2C1N)C(F)(F)F)C=1C=NC(=CC1)[N+](=O)[O-])=O 4-Amino-1-(6-nitropyridin-3-yl)-2-oxo-7-(trifluoromethyl)-1,2-dihydroquinoline-3-carboxylic acid methyl ester